(7-amino-4-(4-methyloxazol-5-yl)-2-((6-methylpyridin-2-yl)methyl)-2H-pyrazolo[3,4-c]pyridin-5-yl)benzonitrile NC1=NC(=C(C=2C1=NN(C2)CC2=NC(=CC=C2)C)C2=C(N=CO2)C)C2=C(C#N)C=CC=C2